(Z)-3-((4-((2-(diethylamino)ethyl)carbamoyl)-3,5-dimethyl-1H-pyrrol-2-yl)methylene)-2-oxo-N-(prop-2-yn-1-yl)indole-6-carboxamide C(C)N(CCNC(=O)C=1C(=C(NC1C)\C=C\1/C(NC2=CC(=CC=C12)C(=O)NCC#C)=O)C)CC